C(C)(C)(C)OC(NCCC1=CC(=CC=C1)NC1=NC(=C(N=C1C(N)=O)CC)Cl)=O (3-((3-carbamoyl-6-chloro-5-ethylpyrazin-2-yl)amino)phenethyl)carbamic acid tert-butyl ester